tert-butyl (1-(4-(1H-pyrazol-1-yl)phenyl)cyclopropyl)carbamate N1(N=CC=C1)C1=CC=C(C=C1)C1(CC1)NC(OC(C)(C)C)=O